(S)-N-(4-Cyano-3-(trifluoromethyl)phenyl)-2-hydroxy-3-(4-iodo-1H-pyrazol-1-yl)-2-methylpropanamide C(#N)C1=C(C=C(C=C1)NC([C@@](CN1N=CC(=C1)I)(C)O)=O)C(F)(F)F